6,7,8,9-tetrahydro-5H-pyrimido[4,5-B]Indole-4-ol N1=CN=C(C2=C1NC=1CCCCC21)O